N-isobutyl-N-(4-methoxyphenyl)vinylsulfonamide C(C(C)C)N(S(=O)=O)C=CC1=CC=C(C=C1)OC